1-(2-aminophenyl)ethan-1-ol NC1=C(C=CC=C1)C(C)O